C(C)(C)SC1=NC=NN1CC1=CC=C(C=C1)C=C 5-isopropylthio-1-(4-vinylbenzyl)-1H-1,2,4-triazole